C(CCCCCC)OC(C=C)=O acrylic acid n-heptyl ester